CN1CC(CC1)OC(C(OC1=CC=C(C=C1)OC)C1=C(C=CC=C1)C1=CCCC1)=O (2-cyclopent-1-enylphenyl)-(4-methoxyphenoxy)acetic acid-1-methylpyrrolidin-3-yl ester